CC(CCCCC(=O)OC=1C=CC=C(C1)S(=O)(=O)[O-])(C)C 5-trimethylhexanoyloxybenzenesulfonate